O1C(=NC2=C1C=CC=C2)C2CCN(CC2)C2=C(C(N(C1=CC=C(C=C21)F)C)=O)C#N 4-[4-(1,3-Benzooxazol-2-yl)piperidin-1-yl]-6-fluoro-1-methyl-2-oxo-1,2-dihydroquinoline-3-carbonitrile